CC1=C(C=CC=C1C=1OC2=C(N1)C=C(C(=C2)SC)CN[C@H](C(=O)O)CC)C2=CC=CC=C2 (S)-2-(((2-(2-methyl-[1,1'-biphenyl]-3-yl)-6-(methylthio)benzo[d]oxazol-5-yl)methyl)amino)butanoic acid